4-{[2-(2-fluoro-4-methylphenyl)-1-(2,2,2-trifluoroethyl)-1H-indol-4-yl]amino}-1λ6-thiane-1,1-dione FC1=C(C=CC(=C1)C)C=1N(C2=CC=CC(=C2C1)NC1CCS(CC1)(=O)=O)CC(F)(F)F